NC1=NN2C(N=C(C=C2)O)=C1 2-aminopyrazolo[1,5-a]pyrimidin-5-ol